Cl.FC1CN(CC1)C=1C=C2C(=NC=NN2C1)C1=CC(=C(C=C1)CN)C (4-(6-(3-fluoropyrrolidin-1-yl)pyrrolo[2,1-f][1,2,4]triazin-4-yl)-2-methylphenyl)methanamine hydrochloride